S1C(=NC2=C1C=CC=C2)NC(=O)C=2C=CC=C1CCN=CC21 8-(benzo[d]thiazol-2-ylcarbamoyl)-3,4-dihydroisoquinoline